OC1CN(C1)C(=O)O[C@@H]1CC[C@H](CC1)C(N(C[C@@H]1CC[C@H](CC1)C1=CC(=C(C=C1)OC)C)C1=NC=CC(=C1)C=1N=C(OC1)C1CC1)=O trans-4-((4-(2-Cyclopropyloxazol-4-yl)pyridine-2-yl)((trans-4-(4-methoxy-3-methylphenyl)cyclohexyl)methyl)carbamoyl)cyclohexyl 3-hydroxyazetidine-1-carboxylate